4,6-dimethyl-2-oxo-2H-chromen-7-yl trifluoromethanesulfonate FC(S(=O)(=O)OC1=C(C=C2C(=CC(OC2=C1)=O)C)C)(F)F